N-[(1-ethyl-3-methyl-1H-pyrazol-4-yl)methyl]-2-[1-[(4-methylphenyl)methyl]-5-oxopyrrolidin-2-yl]acetamid C(C)N1N=C(C(=C1)CNC(CC1N(C(CC1)=O)CC1=CC=C(C=C1)C)=O)C